2-iodo-N-methylaniline IC1=C(NC)C=CC=C1